4-[5-Chloro-3-(morpholin-4-yl)pyridin-2-yl]-2-methylbut-3-yn-2-ol ClC=1C=C(C(=NC1)C#CC(C)(O)C)N1CCOCC1